O1CCC(CC1)S(=O)(=O)N tetrahydro-2H-pyran-4-sulfonamide